NC(CC)(C1CCCCC1)N bisaminocyclohexylpropane